FC1=CC=C(C=C1)C(=CCO)C 3-(4-fluorophenyl)but-2-en-1-ol